Cl.C(C)(C)N(C(ON=CC)=O)CCNC(C)C 6-isopropyl-10-methyl-4-oxa-3,6,9-triazaundec-2-en-5-one hydrochloride